(R)-4-Pyrimidin-2-yl-pyrrolidine N1=C(N=CC=C1)[C@@H]1CCNC1